N-(2,6-dimethoxyphenyl)-6-hydroxypicolinamide COC1=C(C(=CC=C1)OC)NC(C1=NC(=CC=C1)O)=O